racemic-5,7-difluoro-1,2,3,4-tetrahydronaphthalene FC1=C2CCCCC2=CC(=C1)F